(1s,4R)-4-amino-N-((S)-1-(4-((4-cyclopropyl-1,5-naphthyridin-3-yl)amino)phenyl)-2,2,2-trifluoroethyl)-N-methylcyclohexane-1-carboxamide NC1CCC(CC1)C(=O)N(C)[C@H](C(F)(F)F)C1=CC=C(C=C1)NC=1C=NC2=CC=CN=C2C1C1CC1